CC1=C(OC2=CC(=NC=N2)OC2=C(C=CC=C2)/C(/C(=O)OC)=C\OC)C=CC=C1 methyl (E)-2-{2-[6-(2-methylphenoxy)pyrimidin-4-yloxy]phenyl}-3-methoxyacrylate